C1(CC1)S(=O)(=O)C1=CC(=C(C(=O)OC)C=C1)N1CC[Si](CC1)(C)C methyl 4-(cyclopropylsulfonyl)-2-(4,4-dimethyl-1,4-azasilinan-1-yl)benzoate